FC1=C(C=CC(=C1)F)C=1C(=NN2C1N=C(C=C2O)C2=CC=C(C=C2)S(N)(=O)=O)C.[Na] sodium 3-(2,4-difluorophenyl)-2-methyl-5-(4-sulfamoylphenyl)pyrazolo[1,5-a]pyrimidin-7-ol